ethyl 2-[5-(cyclopropylmethyl)-4-[(3,5-difluoro-4-sulfamoylphenyl)methyl]-3-(4-fluorophenyl)pyrazol-1-yl]-1,3-thiazole-4-carboxylate C1(CC1)CC1=C(C(=NN1C=1SC=C(N1)C(=O)OCC)C1=CC=C(C=C1)F)CC1=CC(=C(C(=C1)F)S(N)(=O)=O)F